C1=CC=CC2=CC(=CC=C12)C1SSC=C1 6-naphthyl-dithiol